3-(methoxymethoxy)-8-((triisopropylsilyl)ethynyl)naphth-1-ol COCOC=1C=C(C2=C(C=CC=C2C1)C#C[Si](C(C)C)(C(C)C)C(C)C)O